Ethyl 1-(trifluoromethyl)-1H-pyrazole-4-carboxylate FC(N1N=CC(=C1)C(=O)OCC)(F)F